2-(3,9-diazabicyclo[3.3.1]nonan-3-yl)-5-methoxy-7-(thiazol-2-yl)benzo[d]oxazole C12CN(CC(CCC1)N2)C=2OC1=C(N2)C=C(C=C1C=1SC=CN1)OC